C(C=C)(=O)[Fe].[Fe].[Al] aluminum-iron alloyl-iron